O1CC=CC2=CC=C3C(=C12)C=CO3 Furochromene